ClC1=NC(=C2N=C(NC2=N1)C)Cl 2,6-dichloro-8-methyl-9H-purine